1-(4-bromo-3-(2-cyanopropan-2-yl)-1-phenyl-1H-pyrazol-5-yl)-3-((3S,4R)-4-(3,4-difluorophenyl)-1-(2-methoxyethyl)pyrrolidin-3-yl)urea BrC=1C(=NN(C1NC(=O)N[C@@H]1CN(C[C@H]1C1=CC(=C(C=C1)F)F)CCOC)C1=CC=CC=C1)C(C)(C)C#N